4-(2-amino-[1,2,4]triazolo[1,5-a]pyridin-7-yl)-N-((2-(cyclopropylmethoxy)pyridin-3-yl)methyl)-1-methyl-1H-indazole-6-carboxamide NC1=NN2C(C=C(C=C2)C2=C3C=NN(C3=CC(=C2)C(=O)NCC=2C(=NC=CC2)OCC2CC2)C)=N1